5-(tert-amyl)-2,5,6,7-tetrahydro-4H-pyrazolo[4,3-c]pyridin-4-one C(C)(C)(CC)N1C(C=2C(CC1)=NNC2)=O